N-(3-(2-(2H-1,2,3-triazol-2-yl)propan-2-yl)-1-cyclopropyl-1H-pyrazol-5-yl)-5-cyclopropyl-7H-pyrrolo[2,3-d]pyrimidin-2-amine N=1N(N=CC1)C(C)(C)C1=NN(C(=C1)NC=1N=CC2=C(N1)NC=C2C2CC2)C2CC2